1-(4-(6-(2-(4-(difluoromethoxy)pyridin-2-yl)acetamido)pyridazin-3-yl)-2-fluorobutyl)-N-methyl-1H-1,2,3-triazole-4-carboxamide FC(OC1=CC(=NC=C1)CC(=O)NC1=CC=C(N=N1)CCC(CN1N=NC(=C1)C(=O)NC)F)F